S1C=NC2=C1C=C(C=C2)\C=C\2/N=C(NC2=O)N[C@]2(C(N(CC2)C)=O)C |r| (±)-(4Z)-4-(1,3-benzothiazol-6-ylmethylene)-2-[(1,3-dimethyl-2-oxo-pyrrolidin-3-yl)amino]-1H-imidazol-5-one